C(C)(CC)N(C(=O)C1=CC(=NC(=C1)C=1N=NN(C1)C1=CC(=C(C(=O)O)C=C1)O)C=1N=NN(C1)C1=CC(=C(C(=O)O)C=C1)O)C(C)CC 4,4'-((4-(di-sec-butylcarbamoyl)pyridine-2,6-diyl)bis(1H-1,2,3-triazole-4,1-diyl))bis(2-hydroxybenzoic acid)